3-(4-(5-((1R,3s,5S)-8-azabicyclo[3.2.1]octan-3-yl)pyridin-2-yl)-5-cyclopropylisoxazol-3-yl)-1-isopropyl-1H-pyrazolo[3,4-d]pyrimidin-4-amine [C@H]12CC(C[C@H](CC1)N2)C=2C=CC(=NC2)C=2C(=NOC2C2CC2)C2=NN(C1=NC=NC(=C12)N)C(C)C